N1N=CC(=C1)C1=CC=C(C=C1)N1CCC(CC1)C(=O)N1CC2=CC=C(C=C2C1)C#N 2-(1-(4-(1H-pyrazol-4-yl)phenyl)piperidine-4-carbonyl)isoindoline-5-carbonitrile